C(C)(C)(C)[Si]1(OC[C@@H]2[C@@H](O1)[C@H]([C@@H](O2)CC=C)OC)C(C)(C)C (4aR,6S,7S,7aR)-2,2-di-tert-butyl-7-methoxy-6-(prop-2-en-1-yl)-tetrahydro-4H-furo[3,2-d][1,3,2]dioxasiline